OC1=C(C(=O)C2=CC=CC=C2)C=CC(=C1)OCCCCCCCC 2-hydroxy-4-Octoxybenzophenone